1-Methoxy-2-methylpropan-2-yl 1-(2-(6-chloro-1-(6-methoxy-3,4-dihydro-2H-benzo[b][1,4]oxazin-7-yl)-1H-pyrazolo[4,3-c]pyridine-3-carboxamido)ethyl)piperidine-4-carboxylate ClC1=CC2=C(C=N1)C(=NN2C=2C(=CC1=C(OCCN1)C2)OC)C(=O)NCCN2CCC(CC2)C(=O)OC(COC)(C)C